(3Z)-1-chloro-14,14-dipentyloxy-3-tetradecene ClCC\C=C/CCCCCCCCCC(OCCCCC)OCCCCC